N[C@H](C(=O)O)CC1=CNC2=CC=CC=C12 (S)-2-Amino-3-(1H-indol-3-yl)-propanoic acid